(1s,3s)-3-(2-(trifluoromethyl)-3H-imidazo[4,5-c]pyridin-3-yl)cyclobutyl ((7-chloro-2-(2,6-dioxopiperidin-3-yl)-4-fluoro-3-oxoisoindolin-5-yl)methyl)carbamate ClC=1C=C(C(=C2C(N(CC12)[C@@H]1C(NC(CC1)=O)=O)=O)F)CNC(OC1CC(C1)N1C(=NC2=C1C=NC=C2)C(F)(F)F)=O